ethyl 2-((2,4-difluoro-phenyl)amino)-4-(trifluoromethyl)-benzoate FC1=C(C=CC(=C1)F)NC1=C(C(=O)OCC)C=CC(=C1)C(F)(F)F